ClC1=NC=C(C(=N1)C1=CC2=C(N=C(S2)N(C)C)C=C1)F 6-(2-chloro-5-fluoropyrimidin-4-yl)-N,N-dimethylbenzothiazol-2-amine